(1R,2R)-2-[[1-[2-[(4-methoxyphenyl)methoxy]-4-(trifluoromethyl)phenyl]pyrido[3,4-d]pyridazin-4-yl]amino]cyclohexanol COC1=CC=C(C=C1)COC1=C(C=CC(=C1)C(F)(F)F)C1=C2C(=C(N=N1)N[C@H]1[C@@H](CCCC1)O)C=NC=C2